(R)-3-((5-chloro-1H-indol-2-yl)methyl)-1-(1-(imidazo[1,2-a]pyridine-7-carbonyl)piperidin-3-yl)-1-methylurea ClC=1C=C2C=C(NC2=CC1)CNC(N(C)[C@H]1CN(CCC1)C(=O)C1=CC=2N(C=C1)C=CN2)=O